C(C)(CC)N1N=CC=2N=C(N=C(C21)N[C@@H](C=2C=NC1=CC=CC=C1C2)C2CC2)C=2C=NN(C2)C [1-sec-Butyl-5-(1-methyl-1H-pyrazol-4-yl)-1H-pyrazolo[4,3-d]pyrimidin-7-yl]-((R)-cyclopropyl-quinolin-3-yl-methyl)-amin